(2E)-5-[(3S)-2,3-dimethyltricyclo[2.2.1.0~2,6~]hept-3-yl]-2-methyl-2-penten-1-ol CC12C3C2CC([C@]1(C)CC/C=C(/CO)\C)C3